C(C1=CC=CC=C1)N1CC2=CC=CC=C2C2=C1C=1C=CC=CC1C2 6-benzyl-5H-indeno[1,2-c]isoquinoline